methyl-2-(oxazolo[4,5-b]pyridin-2-ylamino)-1H-benzo[d]imidazole-5-carboxylic acid CN1C(=NC2=C1C=CC(=C2)C(=O)O)NC=2OC=1C(=NC=CC1)N2